O1CC(C1)OC1=NC(=NC=C1C(F)(F)F)NC1CC(CCC1)C=O 3-[[4-(oxetan-3-yloxy)-5-(trifluoromethyl)pyrimidin-2-yl]amino]cyclohexyl-methanone